C(C)(C)(C)[C@H]1N(CCCC1N(C(C1=C(C=C(C=C1)C=1C(=NC=NC1)N)F)=O)C1=NC=CC2=CC=CC(=C12)C)C(=O)OC(C(CN)F)C1=CC=C(C=C1)F 3-amino-2-fluoro-1-(4-fluorophenyl)propan-1-ol tert-butyl-(R)-3-(4-(4-aminopyrimidin-5-yl)-2-fluoro-N-(8-methylisoquinolin-1-yl)benzamido)-piperidine-1-carboxylate